3-(difluoromethyl)-5-nitroisothiazole FC(C1=NSC(=C1)[N+](=O)[O-])F